C1=CC=C2C(=C1)C=CC3=C2C=CC(=C3)C=O 2-PHENANTHRENE